racemic-2-[(4-chloro-1H-benzimidazol-2-yl)(1-methylpiperidin-4-yloxy)methyl]phenol ClC1=CC=CC=2NC(=NC21)[C@@H](C2=C(C=CC=C2)O)OC2CCN(CC2)C |r|